tert-butyl (S)-2-((((9H-fluoren-9-yl)methoxy)carbonyl)amino)-3-(6-cyano-1-methyl-1H-pyrrolo[2,3-b]pyridin-5-yl)propanoate C1=CC=CC=2C3=CC=CC=C3C(C12)COC(=O)N[C@H](C(=O)OC(C)(C)C)CC=1C=C2C(=NC1C#N)N(C=C2)C